3-Acryloxypropyl-tri-methoxysilan C(C=C)(=O)OCCC[Si](OC)(OC)OC